ClC1=NC=C(C=C1F)OCCOC([2H])([2H])[2H] 2-chloro-3-fluoro-5-{2-[(2H3)methyloxy]ethoxy}pyridine